N1CC(C1)N1N=CC(=C1)C1=C2C(=NC(=C1)NC(=O)C1CC1)N(C=C2)S(=O)(=O)C2=CC=C(C)C=C2 N-(4-(1-(azetidin-3-yl)-1H-pyrazol-4-yl)-1-p-toluenesulfonyl-1H-pyrrolo[2,3-b]pyridin-6-yl)cyclopropylcarboxamide